(3-(4-chloro-2-fluorophenyl)pyrrolidin-1-yl)-5,6,7,8-tetrahydro-1,7-naphthyridine ClC1=CC(=C(C=C1)C1CN(CC1)C1=NC=2CNCCC2C=C1)F